C(C)N1C=NC=C1CN1C(=NC2=C1C=C(S2)C(=O)OC)CC2CC=C(CC2)C2=NC(=CC=C2)O methyl 1-((1-ethyl-1H-imidazol-5-yl)methyl)-2-((4-(6-hydroxypyridin-2-yl)cyclohex-3-en-1-yl)methyl)-1H-thieno[2,3-d]imidazole-5-carboxylate